COC1=CC=C(C=C1)NCN1N=NC2=C1C=CC=C2 N-(4-methoxyphenyl)-1H-benzotriazole-1-methanamine